BrC=1C=C2N(C=CN=C2N[C@H]2[C@H](CN(CC2)C)F)C1SC(F)F (3S,4R)-N-{7-bromo-6-[(difluoromethyl)sulfanyl]pyrrolo[1,2-a]pyrazin-1-yl}-3-fluoro-1-methylpiperidin-4-amine